acetamido-4-((4-aminobutyl)amino)-N-(5-nitrothiophen-2-yl)benzamide C(C)(=O)NC1=C(C(=O)NC=2SC(=CC2)[N+](=O)[O-])C=CC(=C1)NCCCCN